C(C)(C)(C)OC(N[C@@H]1CN(CCC1)C1=NC=C(C2=CC(=C(C=C12)OC)C(N)=O)C#CC)=O (S)-(1-(6-carbamoyl-7-methoxy-4-(prop-1-yn-1-yl)isoquinolin-1-yl)piperidin-3-yl)carbamic acid tert-butyl ester